ClC=1C(=C(C=CC1)C(C(=O)O)(F)F)C 2-(3-chloro-2-methylphenyl)-2,2-difluoroacetic acid